4-[2-(2-ethoxy-4-fluoro-phenyl)-6-methyl-benzothiophen-3-yl]-5-hydroxy-2,6-dimethyl-pyridazin-3-one C(C)OC1=C(C=CC(=C1)F)C=1SC2=C(C1C=1C(N(N=C(C1O)C)C)=O)C=CC(=C2)C